N-((3-methyl-1-(5-methyl-2-((3-methylisothiazol-5-yl)amino)pyrimidin-4-yl)azetidin-3-yl)methyl)ethanesulfonamide CC1(CN(C1)C1=NC(=NC=C1C)NC1=CC(=NS1)C)CNS(=O)(=O)CC